3-methoxy-N-(6-((S)-5-methyl-6,7-dihydro-5H-pyrrolo[2,1-c][1,2,4]triazol-3-yl)pyridin-2-yl)-1-((1R,3S,5S)-8-methyl-8-azabicyclo[3.2.1]octan-3-yl)-1H-pyrazole-4-carboxamide COC1=NN(C=C1C(=O)NC1=NC(=CC=C1)C=1N2C(=NN1)CC[C@@H]2C)C2C[C@H]1CC[C@@H](C2)N1C